2-(4-(aminomethyl)-3,5-difluorophenyl)-N-(3-(piperidin-1-yl)propyl)benzo[d]imidazo[2,1-b]thiazole-7-carboxamide NCC1=C(C=C(C=C1F)C=1N=C2SC3=C(N2C1)C=CC(=C3)C(=O)NCCCN3CCCCC3)F